dirhodium (II) tetrakistriphenylacetate C1(=CC=CC=C1)C(C(=O)[O-])(C1=CC=CC=C1)C1=CC=CC=C1.C1(=CC=CC=C1)C(C(=O)[O-])(C1=CC=CC=C1)C1=CC=CC=C1.C1(=CC=CC=C1)C(C(=O)[O-])(C1=CC=CC=C1)C1=CC=CC=C1.C1(=CC=CC=C1)C(C(=O)[O-])(C1=CC=CC=C1)C1=CC=CC=C1.[Rh+2].[Rh+2]